ethyl {6-bromo-2-[3-cyano-5-difluoromethylphenoxy]phenyl}difluoroacetate BrC1=CC=CC(=C1C(C(=O)OCC)(F)F)OC1=CC(=CC(=C1)C(F)F)C#N